B([O-])([O-])F.[Li+].[Li+] lithium fluoro-borate